(4-benzhydrylpiperazin-1-yl)(4-(dimethylamino)pyridine-3-yl)methanone C(C1=CC=CC=C1)(C1=CC=CC=C1)N1CCN(CC1)C(=O)C=1C=NC=CC1N(C)C